C(C)OC(=O)N1N=C(C2=C1CN(C2)C(C2=CC=C(C=C2)N2CCN(CC2)C)=O)NC(C2=CC=C(C=C2)N(C)C)=O 3-(4-(dimethylamino)benzamido)-5-(4-(4-methylpiperazin-1-yl)benzoyl)-5,6-dihydropyrrolo[3,4-c]Pyrazole-1(4H)-carboxylic acid ethyl ester